1,1-bis(4-hydroxyphenyl)-2,2,2-trifluoroethane OC1=CC=C(C=C1)C(C(F)(F)F)C1=CC=C(C=C1)O